Cl.C(C)(C)N(C(C)C)CC N,N-diisopropylethylamine hydrochloric acid salt